2,2'-biphenyl-diolate C=1(C(=CC=CC1)[O-])C=1C(=CC=CC1)[O-]